C(C)(C)(C)OC(=O)N1C[C@@H](CC1)CC=O (S)-3-(2-oxoethyl)pyrrolidine-1-carboxylic acid tert-butyl ester